2-methoxy-5-[2-hydroxy-2-(3,4,5-trimethoxyphenyl)ethyl]phenolate COC1=C(C=C(C=C1)CC(C1=CC(=C(C(=C1)OC)OC)OC)O)[O-]